FC1=CC=C(C=C1)N1CCN(C2=CC=CC=C12)C(C(C)N1CCOCC1)=O 1-(4-(4-Fluorophenyl)-3,4-dihydroquinoxaline-1(2H)-yl)-2-morpholinopropan-1-one